C(C1=CC=CC=C1)SC=1C=C(C=CC1)CC(=O)OC methyl 2-[3-(benzylsulfanyl) phenyl]acetate